CC1=CC=2NC3=CC=CC=C3C2C(=C1)C 2,4-dimethyl-carbazole